6-Chloro-4-((1-(2,2-difluoropropyl)-7-methoxy-1H-indazol-6-yl)amino)-N-(methyl-d3)nicotinamide ClC1=NC=C(C(=O)NC([2H])([2H])[2H])C(=C1)NC1=CC=C2C=NN(C2=C1OC)CC(C)(F)F